(S)-(+)-3-aminomethyl-5-methylhexanoic acid NC[C@H](CC(=O)O)CC(C)C